(S)-5-methyl-N-(3-(1-((3-methyl-1H-pyrazolo[3,4-b]pyridin-5-yl)amino)ethyl)phenyl)nicotinamide CC=1C=NC=C(C(=O)NC2=CC(=CC=C2)[C@H](C)NC=2C=C3C(=NC2)NN=C3C)C1